4-ethyl-11H-benzo[b]fluorene C(C)C=1C=2C=3C=C4C(=CC3CC2C=CC1)C=CC=C4